4-(3,4-dimethoxyphenyl)-1,2,3-thiadiazole COC=1C=C(C=CC1OC)C=1N=NSC1